FC1=CC=CC=C1[N+](=O)[O-] 2-fluoro-3-nitro-benzene